[N+](=O)([O-])C=1C=C2C(=CNC2=CC1)SC#N 5-nitro-3-thiocyanato-1H-indole